C(C)(=O)O[C@H]1[C@@H](OC(C(Cl)(Cl)Cl)=N)O[C@@H]([C@H]([C@@H]1OC(C)=O)OC(C)=O)C(=O)OC methyl 2,3,4-tri-O-acetyl-1-O-(trichloroacetimidoyl)-α-D-glucuronate